O1C(COCC1)COC1=C(C=C2C=C(NC2=C1)CNC(C)=O)Cl N-((6-((1,4-dioxan-2-yl)methoxy)-5-chloro-1H-indol-2-yl)methyl)acetamide